4,4,4-trifluoro-1-(p-tolyl)but-2-en-1-one FC(C=CC(=O)C1=CC=C(C=C1)C)(F)F